[Na].C1CCC2=C(C=3CCCC3C=C12)NC(=O)NS(N(C=1C=NN(C1)C)CCCOC)(=O)=O 1-(1,2,3,5,6,7-Hexahydro-s-indacen-4-yl)-3-[(3-methoxypropyl)(1-methyl-1H-pyrazol-4-yl)sulfamoyl]urea sodium salt